OCC1=CC=C(O1)C1=NC(=CC2=C1NC1=CC=CC=C21)C(=O)OC(C)C isopropyl 1-(5-(hydroxymethyl) furan-2-yl)-9H-pyrido[3,4-b]indole-3-carboxylate